C(C)[Si](N[Si](CC)(C)C)(C)C 1,3-diethyl-tetramethyl-disilazane